BrC1=C(C(=O)OC)C=C(C(=C1)C)Cl Methyl 2-bromo-5-chloro-4-methylbenzoate